5-[6-methyl-2-pyridinyl]Tetrazole CC1=CC=CC(=N1)C1=NN=NN1